tert-butyl 3-({6-[6-methoxy-5-(2-methyl-1,2,3-triazol-4-yl)pyridin-2-yl]pyridazin-3-yl} (methyl)amino)-8-azabicyclo[3.2.1]octane-8-carboxylate COC1=C(C=CC(=N1)C1=CC=C(N=N1)N(C1CC2CCC(C1)N2C(=O)OC(C)(C)C)C)C2=NN(N=C2)C